methyl 2-[4-(benzyloxymethyl)cyclohexyl]-6-[(2,4-dimethoxyphenyl)methylamino]-1,3-benzothiazole-5-carboxylate C(C1=CC=CC=C1)OCC1CCC(CC1)C=1SC2=C(N1)C=C(C(=C2)NCC2=C(C=C(C=C2)OC)OC)C(=O)OC